NCCC[N-]C N-(3-amino-propyl)-N-methylamid